[Si].[Sc] scandium-silicon